ClCC1(CC1)CCl 2,2-di(chloromethyl)cyclopropane